C(C)(C)(C)C1=NC(=NO1)C(=O)NCC1=C(C=C(C=C1)C1=C(C=NC=C1)N1CC2(CN(C2)C(=O)OC(C)(C)C)C1)C tert-butyl 6-(4-(4-((5-(tert-butyl)-1,2,4-oxadiazole-3-carboxamido) methyl)-3-methylphenyl) pyridin-3-yl)-2,6-diazaspiro[3.3]heptane-2-carboxylate